4-((2-((4-Cyanophenyl)amino)-7-(4-hydroxybenzyl)-6,7,8,9-tetrahydro-5H-pyrimido[4,5-d]azepine-4-yl)oxy)-3,5-dimethylbenzonitrile C(#N)C1=CC=C(C=C1)NC=1N=C(C2=C(CCN(CC2)CC2=CC=C(C=C2)O)N1)OC1=C(C=C(C#N)C=C1C)C